N=S(C1=CC(=CN=N1)N1CCN(CC1)C(=O)OC(C)(C)C)(=O)C tert-butyl 4-{6-[imino(methyl)oxo-λ6-sulfanyl]pyridazin-4-yl}piperazine-1-carboxylate